2-[4-(4-fluorophenoxy)-3-nitrophenyl]-7-hydroxythiazolo[5,4-d]pyrimidine FC1=CC=C(OC2=C(C=C(C=C2)C=2SC=3N=CN=C(C3N2)O)[N+](=O)[O-])C=C1